N[C@@H](CC=1CCCCC1)C(=O)O 2,4,5-trihydrophenylalanine